heptafluorodimethyl-octanedione FC(C(C(C(C(C(C)(C)F)=O)=O)(F)F)(F)F)(CC)F